3,4-DIHYDROXYBENZOATE OC=1C=C(C(=O)[O-])C=CC1O